[Cl-].[Cl-].[Cl-].[Cl-].C Carban tetrachloride